methyl 5-oxo-1-((S)-1-phenylethyl)pyrrolidine-3-carboxylate O=C1CC(CN1[C@@H](C)C1=CC=CC=C1)C(=O)OC